FC1=C(C=CC=C1F)[C@@H]1CC=2C(=NC=CC2)C(CC1)=O (5S,6S,9R)-6-(2,3-difluorophenyl)-6,7,8,9-tetrahydro-9-oxo-5H-cyclohepta[B]pyridin